5-(thiophene-2-sulfonylamino)thiazole-4-carboxylic acid S1C(=CC=C1)S(=O)(=O)NC1=C(N=CS1)C(=O)O